C(C)(=O)O.N1C(=NC=C1)S(=O)(=O)OC methyl imidazolesulfonate acetate